Azolamide CC(C)CNC(=O)N1CCNC1=O